methyl 2-(3'-cyano-[1,1'-biphenyl]-4-yl)acetate C(#N)C=1C=C(C=CC1)C1=CC=C(C=C1)CC(=O)OC